4-(3-(3-(1-methyl-1H-indazol-6-yl)-1,4-dihydro-thieno[2',3':4,5]cyclopenta[1,2-c]pyrazol-6-yl)prop-2-yn-1-yl)morpholine CN1N=CC2=CC=C(C=C12)C=1C2=C(NN1)C1=C(C2)SC(=C1)C#CCN1CCOCC1